methyl 3-(4-bromothiazol-2-yl)propanoate BrC=1N=C(SC1)CCC(=O)OC